ClC1=NC=C(C(=N1)C1=CC=2C(N(C=C(C2S1)C(C)C)C)=O)Cl 2-(2,5-Dichloropyrimidin-4-yl)-7-isopropyl-5-methylthieno[3,2-c]pyridin-4(5H)-one